C(=O)(O)CN([C@@H]1[C@H](CCCC1)N(CC(=O)O)CC1=NC=CC=C1)CC(=O)O N-[(1s,2s)-2-[bis(carboxymethyl)amino]cyclohexyl]-N-(pyridin-2-ylmethyl)glycine